methyl 4-(1-benzyloxycarbonyl-3,6-dihydro-2H-pyridin-4-yl)-3-methyl-benzene-1,2-dicarboxylate C(C1=CC=CC=C1)OC(=O)N1CCC(=CC1)C=1C(=C(C(=CC1)C(=O)OC)C(=O)[O-])C